1-((5aS,6R,11bR)-14-(cyclopropylmethyl)-5a,10-dihydroxy-1,2,5,5a,6,7-hexahydro-6,11b-(epiminoethano)naphtho[1,2-d]azepin-3(4H)-yl)-2,2,2-trifluoroethan-1-one C1(CC1)CN1CC[C@]23CCN(CC[C@]2([C@H]1CC1=CC=C(C=C13)O)O)C(C(F)(F)F)=O